5-Isobutoxy-N-(1-(methylsulfonyl)piperidin-4-yl)-6-(1H-pyrazol-4-yl)-[1,2,4]triazolo[1,5-a]pyrazin-2-amine C(C(C)C)OC1=C(N=CC=2N1N=C(N2)NC2CCN(CC2)S(=O)(=O)C)C=2C=NNC2